C(CCNC([C@@H](O)C(C)(C)CO)=O)(=O)[O-].[Ca+2].C(CCNC([C@@H](O)C(C)(C)CO)=O)(=O)[O-] calcium D-pantothenat